Isopropyl-3-{5-[1-(3-methoxypropyl)piperidin-4-yl]-[1,3,4]oxadiazol-2-yl}-1H-indazole C(C)(C)N1N=C(C2=CC=CC=C12)C=1OC(=NN1)C1CCN(CC1)CCCOC